Titanium-tungsten [W].[Ti]